(S)-1-phenylethyl (R)-2-(azetidin-1-ylmethyl)-3-methylbutanoate N1(CCC1)C[C@H](C(=O)O[C@@H](C)C1=CC=CC=C1)C(C)C